3-[3-fluoro-4-(imidazo[1,2-b]pyridazin-6-yloxy)phenyl]-1-(3-isopropoxyphenyl)-2,4-imidazolidinedione FC=1C=C(C=CC1OC=1C=CC=2N(N1)C=CN2)N2C(N(CC2=O)C2=CC(=CC=C2)OC(C)C)=O